sodium citrate di-hydrate O.O.C(CC(O)(C(=O)[O-])CC(=O)[O-])(=O)[O-].[Na+].[Na+].[Na+]